2-[4-(1,3-benzothiazol-2-yl)-1H,4H,5H,6H,7H-imidazo[4,5-c]pyridin-5-yl]pyrimidin S1C(=NC2=C1C=CC=C2)C2N(CCC1=C2N=CN1)C1=NC=CC=N1